ClC1=C(C=CC(=C1)Cl)/C/1=C(/C2=C(OCC1)C=C(C=C2)C(=O)[O-])\C2=CC=C(C=C2)O[C@@H]2CN(CC2)CC=CC(=O)N(C)C (S,E)-4-(2,4-dichlorophenyl)-5-(4-((1-(4-(dimethylamino)-4-oxobut-2-en-1-yl)pyrrolidin-3-yl)oxy)phenyl)-2,3-dihydrobenzo[b]oxepine-8-carboxylate